C(C)(C)(C)OC(NC1CCC=2C1=CC(=C1C=C(N=CC21)C2CC2)S(NC(C(C)C)([2H])[2H])(=O)=O)=O N-[3-cyclopropyl-5-[(1,1-dideutero-2-methylpropyl)sulfamoyl]-8,9-dihydro-7H-cyclopenta[h]Isoquinolin-7-yl]Carbamic acid tert-butyl ester